3-methoxy-4-{[3-(4-{[(1R,4R)-4-(4-methoxypiperidin-1-yl)cyclohexyl]amino}-1-(2,2,2-trifluoroethyl)-1H-indol-2-yl)prop-2-yn-1-yl]amino}benzene-1-sulfonamide COC=1C=C(C=CC1NCC#CC=1N(C2=CC=CC(=C2C1)NC1CCC(CC1)N1CCC(CC1)OC)CC(F)(F)F)S(=O)(=O)N